sodium p-nitrophenol sulfate S(=O)(=O)([O-])OC1=CC=C(C=C1)[N+](=O)[O-].[Na+]